CN1N=CC=2C1=NC(=NC2NC2=NNC(=C2)C)NC2CC1CCCC(C2)N1C(CN1CCOCC1)=O 1-((3-Exo)-3-((1-methyl-4-((5-methyl-1H-pyrazol-3-yl)amino)-1H-pyrazolo[3,4-d]pyrimidin-6-yl)amino)-9-azabicyclo[3.3.1]nonan-9-yl)-2-morpholinoethan-1-one